1-O-benzyl 5-O-(1,3-dioxoisoindol-2-yl) (2S)-2-[(2-methylpropan-2-yl)oxycarbonylamino]pentanedioate CC(C)(C)OC(=O)N[C@H](C(=O)OCC1=CC=CC=C1)CCC(=O)ON1C(C2=CC=CC=C2C1=O)=O